OC1(CC1)COC1=CC=C2C(=C(C(N(C2=C1)C)=O)C#N)N1CCC(CC1)(C=1OC2=C(N1)C=C(C=C2)C)C 7-[(1-Hydroxycyclopropyl)methoxy]-1-methyl-4-[4-methyl-4-(5-methyl-1,3-benzoxazol-2-yl)piperidin-1-yl]-2-oxo-1,2-dihydroquinoline-3-carbonitrile